4-(4-Cyclopropyl-3,4-dihydro-2H-benzo[b][1,4]oxazin-6-yl)-5-(2-methylpyridin-4-yl)-1H-imidazol-2-amine C1(CC1)N1C2=C(OCC1)C=CC(=C2)C=2N=C(NC2C2=CC(=NC=C2)C)N